Tert-butyl (6R,7S)-7-((3-(2,6-dioxopiperidin-3-yl)-1-methyl-1H-indazol-7-yl) amino)-6-methyl-2-azaspiro[3.5]nonane-2-carboxylate O=C1NC(CCC1C1=NN(C2=C(C=CC=C12)N[C@@H]1[C@@H](CC2(CN(C2)C(=O)OC(C)(C)C)CC1)C)C)=O